FC1=CC=C(C=C1)C1SCC(N1C1=C(C=C(C=C1)CC(=O)O)C)=O {4-[2-(4-Fluorophenyl)-4-oxo-1,3-thiazolidin-3-yl]-3-methylphenyl}acetic acid